NCC=1C=C(C=CC1)C=1C=CC2=C(C(=CO2)COC2=C(C(=CC=C2)C)CC(=O)OCC)C1 ethyl 2-(2-((5-(3-(aminomethyl)phenyl)benzofuran-3-yl)methoxy)-6-methylphenyl)acetate